COC1=C2C(=CC=C1)N(C(C21CCN(CC1)C(=O)C=1C=C2C(=NC1)NN=C2)=O)CC(=O)NCC(F)(F)F 2-[4-methoxy-2-oxo-1'-(1H-pyrazolo[3,4-b]pyridine-5-carbonyl)spiro[indole-3,4'-piperidin]-1-yl]-N-(2,2,2-trifluoroethyl)acetamide